O1C(CC2=C1C=CC=C2)CNC2CCN(CC2)C=2C1=C(N=CN2)C(=CS1)C N-[(2,3-Dihydro-1-benzofuran-2-yl)methyl]-1-(7-methylthieno[3,2-d]pyrimidin-4-yl)-4-piperidylamine